O,O-dimethyl (2,2,2-trichloro-1-hydroxy-ethyl)phosphonate ClC(C(O)P(OC)(OC)=O)(Cl)Cl